(3S)-N-hydroxy-3-methyl-4-(2-methylpiperidine-1-carbonyl)-2,3,4,5-tetrahydrobenzo[f][1,4]oxazepine-8-carboxamide ONC(=O)C1=CC2=C(CN([C@H](CO2)C)C(=O)N2C(CCCC2)C)C=C1